cyanoethoxy N,N-diisopropylaminophosphite C(C)(C)N(C(C)C)P(OOCCC#N)([O-])[O-]